ClC=1C(N(SC1)CCCCCCCC)=O 4-chloro-2-n-octyl-4-isothiazolin-3-one